CC=1NC(=CC1C(CCCCCC)=O)C 1-(2,5-dimethyl-1H-pyrrol-3-yl)heptan-1-one